C(#N)C(NC(=O)[C@@H]1[C@H]2C([C@H]2CN1C([C@H](C(C)(C)C)NC(C(OC)C1CC1)=O)=O)(C)C)C1=NN=CC2=CC=CC=C12 (1R,2S,5S)-N-[cyano(phthalazin-1-yl)methyl]-3-[(2S)-2-[(2-cyclopropyl-2-methoxy-acetyl)amino]-3,3-dimethyl-butanoyl]-6,6-dimethyl-3-azabicyclo[3.1.0]hexane-2-carboxamide